4-methylpentanoyl chloride CC(CCC(=O)Cl)C